2,3-di([1,1'-biphenyl]-2-yl)-5-chloropyrazine C1(=C(C=CC=C1)C1=NC=C(N=C1C1=C(C=CC=C1)C1=CC=CC=C1)Cl)C1=CC=CC=C1